COC1=C(C(=C(C2=C1C(C=C(O2)C2=CC=C(C=C2)OC)=O)OC)OC)OC 5,6,7,8-tetramethoxy-2-(4-methoxyphenyl)-4H-1-benzopyran-4-one